(3-nitro-4-((tetrahydrofuran-3-yl)oxy)phenyl)piperazine-1-carboxylic acid tert-butyl ester C(C)(C)(C)OC(=O)N1C(CNCC1)C1=CC(=C(C=C1)OC1COCC1)[N+](=O)[O-]